2-bromo-6-chloro-N-(1-(5-chloro-9-methyl-[1,2,4]triazolo[4,3-c]quinazolin-7-yl)ethyl)pyridin-3-amine BrC1=NC(=CC=C1NC(C)C1=CC(=CC=2C=3N(C(=NC12)Cl)C=NN3)C)Cl